4-(2-(4,4-dimethyl-4H-benzo[d][1,3]oxazin-2-yl)thiazol-4-yl)benzoic acid CC1(C2=C(N=C(O1)C=1SC=C(N1)C1=CC=C(C(=O)O)C=C1)C=CC=C2)C